N1(CCOCC1)C=1C2=C(N=C(N1)C1=CC=C(C=C1)O)C1=C(O2)N=CC=C1 4-(4-Morpholinylpyrido[3',2':4,5]furo[3,2-d]pyrimidin-2-yl)phenol